NCC1=C(C=CC=C1)CS(=O)(=O)NC1CC(C1)C(=O)OC Methyl (1r,3r)-3-(((2-(aminomethyl)phenyl)methyl)sulfonamido)cyclobutane-1-carboxylate